C(C1=CC=CC=C1)NC[C@H]1C[C@H](CCC1)C(F)(F)F N-benzyl-1-((1R,3S)-3-(trifluoromethyl)cyclohexyl)methylamine